CC1=C(C2=CC=CC=C2C(=C1C)OCCCCCCCCCCCC)OCCCCCCCCCCCC 2,3-dimethyl-1,4-di(dodecyloxy)naphthalene